CC1=C(C(=O)NC2=CC=C(C=C2)N2C3=C(NCC=C2)C2=CC=CC=C2C=C3)C=CC=C1C 5-[4-(2,3-dimethylbenzoylamino)phenyl]-1H-naphtho[1,2-b][1,4]diazepine